COC1=CC=C(C=C1)CN1C(C(CCC1=O)N1C(N(C2=C1C=CC(=C2)C(=O)OCCC2CCN(CC2)C(=O)OC(C)(C)C)C)=O)=O 2-(1-tert-butoxycarbonyl-4-piperidyl)ethyl 1-[1-[(4-methoxyphenyl) methyl]-2,6-dioxo-3-piperidyl]-3-methyl-2-oxo-benzimidazole-5-carboxylate